(S)-3-(4-(7'-chloro-2'-oxospiro[cyclopropane-1,3'-indolin]-1'-yl)phenyl)-2-(2-chloro-6-fluorobenzamido)propionic acid ClC=1C=CC=C2C3(C(N(C12)C1=CC=C(C=C1)C[C@@H](C(=O)O)NC(C1=C(C=CC=C1F)Cl)=O)=O)CC3